(4-cyclopropyl-1H-imidazol-1-yl)-2-fluoro-4-methylaniline C1(CC1)C=1N=CN(C1)NC1=C(C=C(C=C1)C)F